2-fluoro-3-[[7-[(3-fluoro-2-pyridinyl)oxy]-4-methyl-2-oxo-chromen-3-yl]methyl]-N-(3-methoxypropyl)benzenesulfonamide FC1=C(C=CC=C1CC=1C(OC2=CC(=CC=C2C1C)OC1=NC=CC=C1F)=O)S(=O)(=O)NCCCOC